(±)-1-(4-chlorophenyl)ethan-1-ol ClC1=CC=C(C=C1)[C@@H](C)O |r|